hydroxy-propane OCCC